(S)-2-(8-(2-carboxy-2-(2,6-dichlorobenzoylamino)ethyl)quinolin-5-yl)pyridine 1-oxide C(=O)(O)[C@H](CC=1C=CC(=C2C=CC=NC12)C1=[N+](C=CC=C1)[O-])NC(C1=C(C=CC=C1Cl)Cl)=O